O=C1N(CC2=CC(=CC=C12)OC[C@@H]1NCCCC1)N1C(CCCC1=O)=O (1-oxo-5-(((R)-piperidin-2-yl)methoxy)isoindolin-2-yl)piperidine-2,6-dione